(4-(carboxy(3,4-dihydroxyphenyl)methylaminocarbonyl)-2,5-dihydroxyphenyl)acetic acid C(=O)(O)N(C(=O)C1=CC(=C(C=C1O)CC(=O)O)O)CC1=CC(=C(C=C1)O)O